spiro[11H-difuro[3,4-b:3',4'-i]xanthene-11,9'-[9H]fluorene]-1,3,7,9-Tetron C1=CC=CC=2C3=CC=CC=C3C3(C12)C1=CC2=C(C=C1OC=1C=C4C(=CC13)C(OC4=O)=O)C(OC2=O)=O